BrC1=NC=CC(=C1)CNC1=C2N=CN(C2=NC(=N1)C#CC)[C@@H]1SCCC1 (2R)-2-[6-[(2-bromo-4-pyridyl)methylamino]-2-prop-1-ynyl-purin-9-yl]tetrahydrothiophen